OP([O-])(=O)OP(=O)([O-])[O-].[Na+].[Na+].[Na+] TRINATRIUM HYDROGENDIPHOSPHAT